FC=1C(=CC(=NC1)NC1CCC(CC1)S(=O)(=O)N)C1=CN=C2N1C=C(C=C2)C2=CC=CC=C2 4-((5-Fluoro-4-(6-phenylimidazo[1,2-a]pyridin-3-yl)pyridin-2-yl)amino)cyclohexane-1-sulfonamide